C([C@H](O)C1=CC=CC=C1)(=O)OC methyl D-mandelate